(6-(3-(1,3-dioxoisoindolin-2-yl)-2,6-dioxopiperidin-1-yl)-4,4-difluorohexyl)-4-methoxybenzenesulfonamide O=C1N(C(C2=CC=CC=C12)=O)C1C(N(C(CC1)=O)CCC(CCCC1=C(C=CC(=C1)OC)S(=O)(=O)N)(F)F)=O